NC1=C(C(=NN1[C@@H]1CN(CC1)C(=O)OC(C)(C)C)Br)C(N)=O tert-butyl (S)-3-(5-amino-3-bromo-4-carbamoyl-1H-pyrazol-1-yl)pyrrolidine-1-carboxylate